C12CN(CC2C1)C1=CC(=C(C=C1)CN1C=NC(=C1)C(=O)OCC)C=C Ethyl 1-[(4-{3-azabicyclo[3.1.0]hex-3-yl}-2-vinylphenyl) methyl]-1H-imidazole-4-carboxylate